ClC1=C2C(=NC=C1)NC(=C2C=2C=CC(=C(C2)NC(C=C)=O)C)C2=CC(=C(C=C2)N2CCN(CC2)C)F N-(5-(4-chloro-2-(3-fluoro-4-(4-methylpiperazin-1-yl)phenyl)-1H-pyrrolo[2,3-b]pyridin-3-yl)-2-methylphenyl)acrylamide